6-Bromo-4-(1,1-difluoroethyl)-1,3-dimethyl-1,3-dihydro-2H-benzo[d]imidazol-2-one BrC=1C=C(C2=C(N(C(N2C)=O)C)C1)C(C)(F)F